5-(3-((tert-butoxycarbonyl)amino)-2-oxopyrrolidin-1-yl)-2-methyl-benzoic acid C(C)(C)(C)OC(=O)NC1C(N(CC1)C=1C=CC(=C(C(=O)O)C1)C)=O